2-(2-naphthyl)-5-phenyl-1,3,4-oxadiazole C1=C(C=CC2=CC=CC=C12)C=1OC(=NN1)C1=CC=CC=C1